5-chloro-6',8'-difluoro-2'-(((2R,7aS)-2-fluoro-tetrahydro-1H-pyrrolizin-7a(5H)-yl)meth-oxy)-4'-((1S,5R)-1-methyl-3,8-diaza-bicyclo[3.2.1]octan-3-yl)-[4,7'-biquinazolin]-2-amine ClC1=C2C(=NC(=NC2=CC=C1)N)C1=C(C=C2C(=NC(=NC2=C1F)OC[C@]12CCCN2C[C@@H](C1)F)N1C[C@@]2(CC[C@H](C1)N2)C)F